tris(carboxyethyl)-phosphine C(=O)(O)CCP(CCC(=O)O)CCC(=O)O